C12CC(CC(CC1)N2)N(C=2SC=1N=C(N=CC1N2)C=2C=C(C=1N(C2)C=C(N1)C)C#N)C 6-{2-[(3-exo)-8-azabicyclo[3.2.1]oct-3-yl-(methyl)amino][1,3]thiazolo[5,4-d]pyrimidin-5-yl}-2-methylimidazo[1,2-a]pyridine-8-carbonitrile